OC1CN(C1)C1=NC(N(C2=CC(=CC=C12)C(F)(F)F)C1=C(C=CC=C1)C)=O 4-(3-Hydroxyazetidin-1-yl)-1-(o-tolyl)-7-(trifluoromethyl)quinazolin-2(1H)-one